N-cyclopentyl-5-(2-((5-(4-(dimethylamino)piperidin-1-yl)pyridin-2-yl)amino)-5-fluoropyrimidin-4-yl)-4-methylthiazol-2-amine C1(CCCC1)NC=1SC(=C(N1)C)C1=NC(=NC=C1F)NC1=NC=C(C=C1)N1CCC(CC1)N(C)C